CNC(=O)C1=CC=C(C=C1)C=1N=C2SC3=C(N2C1)C=CC(=C3)C(=O)NC3CCN(CC3)C(=O)OCCCC butyl 4-(2-(4-(methylcarbamoyl)phenyl)benzo[d]imidazo[2,1-b]thiazole-7-carboxamido)piperidine-1-carboxylate